COC(C1CC2(C1)CCN(CC2)C=2C=C1CN(C(C1=CC2)=O)C2C(NC(CC2)=O)=O)OC 3-(5-(2-(Dimethoxymethyl)-7-azaspiro[3.5]nonan-7-yl)-1-oxoisoindolin-2-yl)piperidine-2,6-dione